C1(CC1)C(=O)NC1=CC(=C(N=N1)C(=O)NC([2H])([2H])[2H])NC1=C(C(=CC=C1)C1=NC=C(C=N1)C(N(C)CC)=O)OC 6-(Cyclopropanecarboxamido)-4-((3-(5-(ethyl(methyl)carbamoyl)pyrimidin-2-yl)-2-methoxyphenyl)amino)-N-(methyl-d3)pyridazine-3-carboxamide